FC(CN1N=CC=2C1=NC(=C(N2)C)N2CC1(CN(C1)C(=O)OC(C)(C)C)CC2)F tert-butyl 6-(1-(2,2-difluoroethyl)-5-methyl-1H-pyrazolo[3,4-b]pyrazin-6-yl)-2,6-diazaspiro[3.4]octane-2-carboxylate